O=C1C(CCCC1)CC#N 2-(2-oxocyclohexyl)acetonitrile